(S)-2-((S)-4,4-difluoro-3-(6-oxo-1,6-dihydropyridin-3-yl)piperidin-1-yl)-N-(5-(4-fluoro-2-(hydroxymethyl)phenoxy)pyrazin-2-yl)propionamide FC1([C@H](CN(CC1)[C@H](C(=O)NC1=NC=C(N=C1)OC1=C(C=C(C=C1)F)CO)C)C1=CNC(C=C1)=O)F